Cl.ClC1=C2CCN[C@@H](C2=C(C(=C1)F)OCC=1N=NN(C1)C)CN1CC2(CC2)CC1=O (S)-5-((5-chloro-7-fluoro-8-((1-methyl-1H-1,2,3-triazol-4-yl)methoxy)-1,2,3,4-tetrahydroisoquinolin-1-yl)methyl)-5-azaspiro[2.4]heptan-6-one hydrochloride